FC1=CC=CC2=C1N=C(O2)[C@H]2N(CCC1=C2N=CN1)C(=O)C1=CC=NN1C(F)(F)F (S)-(4-(4-fluorobenzo[d]oxazol-2-yl)-6,7-dihydro-1H-imidazo[4,5-c]pyridin-5(4H)-yl)(1-(trifluoromethyl)-1H-pyrazol-5-yl)methanone